11-(2-((2-(2,6-dioxopiperidin-3-yl)-1,3-dioxoisoindolin-4-yl)amino)acetamido)undecanoic acid O=C1NC(CCC1N1C(C2=CC=CC(=C2C1=O)NCC(=O)NCCCCCCCCCCC(=O)O)=O)=O